ClC1=C(C=C(C=C1)Cl)[C@H](CCO)C1CCN(CC1)C (R)-3-(2,5-dichlorophenyl)-3-(1-methylpiperidin-4-yl)propan-1-ol